COC(=O)C1=CC(=C2C(=N1)C(CO2)(C)C)CN2C[C@H](CCC2)C 3,3-dimethyl-7-{[(3S)-3-methylpiperidin-1-yl]methyl}-2H-furo[3,2-b]pyridine-5-carboxylic acid methyl ester